4,6-dichloro-N-(6-(trifluoromethyl)pyridin-2-yl)-[1,3,5]Triazin-2-amine ClC1=NC(=NC(=N1)Cl)NC1=NC(=CC=C1)C(F)(F)F